ClC1=CC=C(S1)S(=O)(=O)N[C@@H](CO)C(C(F)(F)F)C(F)(F)F (R)-5-chloro-N-(4,4,4-trifluoro-1-hydroxy-3-(trifluoromethyl)butan-2-yl)thiophene-2-sulfonamide